3-((3-exo)-3-((7-((5-methyl-1H-pyrazol-3-yl)amino)-2-carbonyl-1,2-dihydro-1,6-naphthyridin-5-yl)amino)-8-azabicyclo[3.2.1]oct-8-yl)propionitrile CC1=CC(=NN1)NC1=NC(=C2C=CC(NC2=C1)=C=O)NC1CC2CCC(C1)N2CCC#N